tert-butyl-9-(1-(piperidin-4-yl)ethyl)-3,9-diazaspiro[5.5]undecane-3-carboxylate C(C)(C)(C)OC(=O)N1CCC2(CC1)CCN(CC2)C(C)C2CCNCC2